2-[4-(4,6-diphenyl-1,3,5-triazin-2-yl)-3-hydroxy-phenoxy]butyric acid methyl ester COC(C(CC)OC1=CC(=C(C=C1)C1=NC(=NC(=N1)C1=CC=CC=C1)C1=CC=CC=C1)O)=O